NCCC1=C2C=CC=C(C2=CC=C1)N 5-(2'-aminoethyl)naphthylamine